2-(tetrahydrofuranylmethoxy)acetic acid O1C(CCC1)COCC(=O)O